O=C(C(=O)C1=CC=C(C=C1)OC(CCCCCCCCCCSC(C1=CC=CC=C1)(C1=CC=CC=C1)C1=CC=CC=C1)=O)N1[C@@H](CCCC1)C(NCCCC1=CC=CC=C1)=O (S)-4-(2-oxo-2-(2-((3-phenylpropyl)carbamoyl)piperidin-1-yl)acetyl)phenyl-11-(tritylthio)undecanoate